[N+](=O)([O-])C1=C(C=CC(=C1)[N+](=O)[O-])NN=C(C)CC 2-butanone 2,4-dinitrophenylhydrazone